(S)-6-(3-aminopiperidin-1-yl)-N-(6-(o-tolyl)-5-(trifluoromethyl)pyridin-2-yl)pyridine-2-sulfonamide hydrochloride Cl.N[C@@H]1CN(CCC1)C1=CC=CC(=N1)S(=O)(=O)NC1=NC(=C(C=C1)C(F)(F)F)C1=C(C=CC=C1)C